2-Bromo-3-cyano-N-(1-(1-methyl-1H-pyrazol-4-yl)-1H-indazol-6-yl)benzamide BrC1=C(C(=O)NC2=CC=C3C=NN(C3=C2)C=2C=NN(C2)C)C=CC=C1C#N